(S)-2-((tert-butoxycarbonyl)amino)-3-hydroxypropionic acid C(C)(C)(C)OC(=O)N[C@H](C(=O)O)CO